CN1CCN(CC1)C1=CC=C(C=C1)NC=1N=CC2=C(N1)N=C(C=C2C#C[Si](C(C)C)(C(C)C)C(C)C)NC(=O)NCC=2N(N=CC2)C 1-(2-{[4-(4-methylpiperazin-1-yl)phenyl]amino}-5-[2-(triisopropylsilyl)ethynyl]pyrido[2,3-d]pyrimidin-7-yl)-3-[(2-methylpyrazol-3-yl)methyl]urea